CC=1C2=C(N=C(N1)C=1CC3C(CNC3)C1)C=CO2 5-(4-methylfurano[3,2-d]pyrimidin-2-yl)-1,2,3,3a,4,6a-hexahydrocyclopenta[c]pyrrole